CC=1C=C(N(CCCCCCCC)CCCCCCCC)C=CC1\N=N\C1=CC=C(C=C1)[N+](=O)[O-] (E)-3-methyl-4-((4-nitrophenyl)diazenyl)-N,N-dioctylaniline